rac-(3aR,5R,7S,7aR)-5-(4-fluorophenyl)-1,3,3,5,7-pentamethyloctahydro-benzo[c]isoxazole FC1=CC=C(C=C1)[C@]1(C[C@@H]2[C@H](N(OC2(C)C)C)[C@H](C1)C)C |r|